(R)-3-(6'-hydroxy-2',4',6'-trimethyl-7'-oxo-6',7'-dihydrospiro[cyclopropane-1,5'-inden]-3'-yl)propyl propiolate C(C#C)(=O)OCCCC1=C(C=C2C([C@](C3(C(=C12)C)CC3)(C)O)=O)C